3-((1-Methyl-1H-pyrrolo[2,3-b]pyridin-4-yl)thio)propanoic acid ethyl ester C(C)OC(CCSC1=C2C(=NC=C1)N(C=C2)C)=O